ClC=1C(=CC2=C(N(C[C@H](N(S2(=O)=O)C)C2CCCCC2)C2=CC=CC=C2)C1)C=1C=CC(=C(C(=O)O)C1)NC(=O)NC1=CC=CC=C1 (R)-5-(7-chloro-3-cyclohexyl-2-methyl-1,1-dioxido-5-phenyl-2,3,4,5-tetrahydrobenzo[f][1,2,5]thiadiazepin-8-yl)-2-(3-phenylureido)benzoic acid